{[(3R,4R,5S,6S)-4,5,6-trihydroxy-3-(hydroxymethyl)oxan-2-yl]oxy}benzoic acid O[C@@H]1[C@H](C(O[C@@H]([C@H]1O)O)OC1=C(C(=O)O)C=CC=C1)CO